BrC1=C2CCN([C@@H](C2=C(C=C1)O[C@@H]1CN(CC1)C(=O)C1=CN=CS1)CN1C(CCC1)=O)C(=O)C1CCCCC1 (1S,2R)-2-((S)-5-Bromo-1-((2-oxopyrrolidin-1-yl)methyl)-8-(((S)-1-(thiazol-5-carbonyl)pyrrolidin-3-yl)oxy)-1,2,3,4-tetrahydroisochinolin-2-carbonyl)cyclohexan